manganese gadoleate C(CCCCCCC\C=C/CCCCCCCCCC)(=O)[O-].[Mn+2].C(CCCCCCC\C=C/CCCCCCCCCC)(=O)[O-]